N-(2-(n-butoxy)ethyl)-3-morpholinopropan-1-amine C(CCC)OCCNCCCN1CCOCC1